N1C2C(CC1)N(CC2)C(=O)OC(C)(C)C tert-butyl 2,3,3a,5,6,6a-hexahydro-1H-pyrrolo[3,2-b]pyrrole-4-carboxylate